C(C)C=1C=C(C=C(O)C1)O 5-ethylresorcinol